CC1=NN(C(=C1)C)C1=CC(=NC(=N1)C=1OC(=CC1)C)N 6-(3,5-dimethylpyrazol-1-yl)-2-(5-methylfuran-2-yl)-4-aminopyrimidine